C1(=CC=CC2=CC=CC=C12)[B] naphthylboron